C(C)(=O)N[C@@H](CO)[C@@H](O)[C@H](O)[C@H](O)CO 2-acetamido-2-deoxysorbitol